isopropyl (trans-4-(5-(2-(N-ethylsulfamoyl)phenyl)thiazol-2-yl)cyclohexyl)carbamate C(C)NS(=O)(=O)C1=C(C=CC=C1)C1=CN=C(S1)[C@@H]1CC[C@H](CC1)NC(OC(C)C)=O